N,N'-bis(4-trifluoromethoxyphenyl)benzoylhydrazine FC(OC1=CC=C(C=C1)N(NC1=CC=C(C=C1)OC(F)(F)F)C(C1=CC=CC=C1)=O)(F)F